C[C@H]1[C@@H]([C@H]([C@H]([C@@H](O1)OC[C@@H]2[C@H]([C@@H]([C@H]([C@@H](O2)OC3=C(OC4=CC(=CC(=O)C4=C3)O[C@H]5[C@@H]([C@H]([C@@H]([C@H](O5)CO)O)O)O)C6=CC(=C(C(=C6)O)O)O)O)O)O)O)O)O The molecule is a conjugate base of delphinidin 3-O-rutinoside-7-O-beta-D-glucoside arising from selective deprotonation of the 5-hydroxy group; major species at pH 7.3. It is a conjugate base of a delphinidin 3-O-rutinoside-7-O-beta-D-glucoside.